(R)-3-(2-ethoxy-5-fluoropyridin-4-yl)-N-(4-methyl-1,1-dioxidotetrahydro-2H-thiopyran-4-yl)-1-((R)-1,1,1-trifluoropropan-2-yl)-4,5,6,7-tetrahydro-1H-indazole-6-carboxamide C(C)OC1=NC=C(C(=C1)C1=NN(C=2C[C@@H](CCC12)C(=O)NC1(CCS(CC1)(=O)=O)C)[C@@H](C(F)(F)F)C)F